CC1([C@@H]2CCC(C([C@]2(CCC1)C)CO)=C)C |r| ((4aSR,8aSR)-5,5,8a-trimethyl-2-methylenedecahydronaphthalen-1-yl)methanol